FC=1C(=NC=C(C1)NC1=NC=CC=C1[N+](=O)[O-])C(=O)OC methyl 3-fluoro-5-((3-nitropyridin-2-yl)amino)picolinate